Decan-8-ylmethyl methanesulfonate CS(=O)(=O)OCC(CCCCCCC)CC